4,5-dichloro-3-formylchromanone ClC1C(C(OC2=CC=CC(=C12)Cl)=O)C=O